4-[3,3-bis(methoxy)-1-methoxycarbonyl-cyclobutyl]-7-fluoro-8-[2,3,5-tris(fluoro)phenyl]quinoline-3-carboxylic acid ethyl ester C(C)OC(=O)C=1C=NC2=C(C(=CC=C2C1C1(CC(C1)(OC)OC)C(=O)OC)F)C1=C(C(=CC(=C1)F)F)F